C(C)OC1=C2C=C(NC2=CC=C1)C(=O)N 4-ethoxy-1H-indole-2-carboxamide